N1CCC(CC1)CN1CCC(CC1)COC1=CC=C(C=C1)[C@H]1C(NC(CC1)=O)=O (3S)-3-(4-{[1-(piperidin-4-ylmethyl)piperidin-4-yl]methoxy}phenyl)piperidine-2,6-dione